1'-methyl-N-propyloctahydro-1'H-spiro[1,3-dioxolane-2,6'-quinoline]-3'-carboxamide CN1CC(CC2CC3(CCC12)OCCO3)C(=O)NCCC